1-(5-{5-[3-Fluoro-5-(trifluoromethyl)phenyl]-7-[{[1-(methoxymethyl)cyclobutyl]methyl}(methyl)amino]-1H-imidazo[4,5-b]pyridin-2-yl}pyrazin-2-yl)piperidine-4-carbonitrile FC=1C=C(C=C(C1)C(F)(F)F)C1=CC(=C2C(=N1)N=C(N2)C=2N=CC(=NC2)N2CCC(CC2)C#N)N(C)CC2(CCC2)COC